boron, ammonium salt [NH4+].[B+3]